NC1=CC=C(C=N1)/C=C/C(=O)NCC=1OC2=C(C1)C=C(C=C2C2=CC=C(C=C2)C(F)(F)F)C2=C(C=C(C=C2)C(=O)N2CCC(CC2)(F)F)F (E)-3-(6-amino-pyridin-3-yl)-N-((5-(4-(4,4-difluoro-piperidine-1-carbonyl)-2-fluoro-phenyl)-7-(4-(trifluoro-methyl)phenyl)benzofuran-2-yl)methyl)acrylamide